6-methyl-2,4-diphenyl-2H-benzo[e][1,3]oxazin-3(4H)-ol CC=1C=CC2=C(C(N(C(O2)C2=CC=CC=C2)O)C2=CC=CC=C2)C1